(±)-2-(2-ethoxy-3-pyridyl)-8-methyl-6-sec-butyl-imidazo[1,5-a]pyrimidine C(C)OC1=NC=CC=C1C1=NC=2N(C=C1)C(=NC2C)[C@H](C)CC |r|